COC1=CC=C(C(C2=CC=C(C=C2)OC)(C2=CC=C(C=C2)S(=O)(=O)C)Cl)C=C1 4,4'-dimethoxy-4''-methylsulfonyltrityl chloride